2-benziodoxole-1,1,1-triyl triacetate C(C)(=O)OI1(OCC2=C1C=CC=C2)(OC(C)=O)OC(C)=O